C(C)N(CCOC(=O)N1CCCC2=NC(=CC=C12)C(C)NC(C1=CC=C(C=C1)F)=O)CC 2-(Diethylamino)ethyl-6-(1-(4-fluorobenzamido)ethyl)-3,4-dihydro-1,5-naphthyridin-1(2H)-carboxylat